tert-butyl 5-amino-3H-spiro[isobenzofuran-1,4'-piperidine]-1'-carboxylate NC=1C=C2COC3(CCN(CC3)C(=O)OC(C)(C)C)C2=CC1